8-(2,3,5-trifluorophenyl)quinoline-3-carboxamide Isopropyl-Tetradecanoate C(C)(C)OC(CCCCCCCCCCCCC)=O.FC1=C(C=C(C=C1F)F)C=1C=CC=C2C=C(C=NC12)C(=O)N